2-(2-bromophenyl)-2-oxoacetaldehyde BrC1=C(C=CC=C1)C(C=O)=O